ClC1=C(C(=O)NC=2C(=NNC2)C(=O)N)C(=CC=C1)Cl 4-(2,6-dichlorobenzoylamino)-1H-pyrazole-3-carboxamide